2-(4-Methylpiperazin-1-yl)-1-(4-phenyl-3,4-dihydroquinoxalin-1(2H)-yl)propan-1-one CN1CCN(CC1)C(C(=O)N1CCN(C2=CC=CC=C12)C1=CC=CC=C1)C